N-((3R,6S)-6-((2-(5-(2-((3S,5R)-3,5-Dimethylmorpholine-4-carbonyl)-4-fluorophenoxy)pyrimidin-4-yl)-2,7-diazaspiro[3.5]nonan-7-yl)methyl)tetrahydro-2H-pyran-3-yl)benzenesulfonamide C[C@@H]1N([C@@H](COC1)C)C(=O)C1=C(OC=2C(=NC=NC2)N2CC3(C2)CCN(CC3)C[C@@H]3CC[C@H](CO3)NS(=O)(=O)C3=CC=CC=C3)C=CC(=C1)F